ClC1=CC(=C(C(=O)OC)C=C1F)S(N(C1=CC=CC=C1)C)(=O)=O methyl 4-chloro-5-fluoro-2-(N-methyl-N-phenylsulfamoyl)benzoate